C([C@@H](O)C)(=O)OCC(O)CO Glycerol 1-Mono-L-(+)-Lactate